C(C=C)N1C2[C@@]3(CCC([C@H]4[C@]3(CC1)C1=C(O4)C(=CC=C1C2)OCOCCOC)=O)O (4aS,7aR,12bS)-3-allyl-4a-hydroxy-9-((2-methoxyethoxy)methoxy)-2,3,4,4a,5,6-hexahydro-1H-4,12-methanobenzofuro[3,2-e]isoquinolin-7(7aH)-one